COC([C@H](CC1=CC=C(C=C1)N1C(N(C2=C1C=CC(=C2)Cl)C2CC2)=O)NC(C2=C(C=CC=C2Cl)Cl)=O)=O (S)-3-(4-(5-chloro-3-cyclopropyl-2-oxo-2,3-dihydro-1H-benzo[d]imidazol-1-yl)phenyl)-2-(2,6-dichlorobenzoylamino)propionic acid methyl ester